4,4'-bis(4-amino-1-naphthylazo)-2,2'-stilbenedisulfonic acid NC1=CC=C(C2=CC=CC=C12)N=NC=1C=C(C(=CC1)C=CC=1C(=CC(=CC1)N=NC1=CC=C(C2=CC=CC=C12)N)S(=O)(=O)O)S(=O)(=O)O